(((5-bromo-1-oxo-1,3-dihydroisobenzofuran-4-yl)oxy)methyl)-3,6-dihydropyridine-1(2H)-carboxylic acid tert-butyl ester C(C)(C)(C)OC(=O)N1C(CC=CC1)COC1=C2COC(C2=CC=C1Br)=O